benzyldimethylphenylammonium hexyltris(3-trifluoromethylphenyl)borate C(CCCCC)[B-](C1=CC(=CC=C1)C(F)(F)F)(C1=CC(=CC=C1)C(F)(F)F)C1=CC(=CC=C1)C(F)(F)F.C(C1=CC=CC=C1)[N+](C1=CC=CC=C1)(C)C